1-aminopropyl-3-butylimidazole dibutyl-phosphate C(CCC)OP(=O)(OCCCC)O.NC(CC)C1=NC=CN1CCCC